(S)-7-amino-1-(4-((3-(2,3-difluoro-4-methoxyphenyl)imidazo[1,2-a]pyrazin-8-yl)amino)-2-ethylphenyl)-12-imino-1,6-dioxo-2,5,11,13-tetraazaheptadecan-17-oic acid trihydrochloride Cl.Cl.Cl.N[C@H](C(NCCNC(=O)C1=C(C=C(C=C1)NC=1C=2N(C=CN1)C(=CN2)C2=C(C(=C(C=C2)OC)F)F)CC)=O)CCCNC(NCCCC(=O)O)=N